3-(dimethoxymethylsilyl)propyldimethyloctadecyl-ammonium chloride [Cl-].COC(OC)[SiH2]CCC[N+](CCCCCCCCCCCCCCCCCC)(C)C